3,3-dimethoxy-1-(4-(1-methyl-4-(trifluoromethyl)-1H-imidazol-2-yl)phenyl)cyclobutane-1-carboxylic acid COC1(CC(C1)(C(=O)O)C1=CC=C(C=C1)C=1N(C=C(N1)C(F)(F)F)C)OC